The molecule is the organophosphate oxoanion resulting from the addition of a proton to the amino group and the removal of the two acidic protons from the phosphate group of C20 sphinganine 1-phosphate. It is a conjugate base of a C20 sphinganine 1-phosphate. CCCCCCCCCCCCCCCCC[C@H]([C@H](COP(=O)([O-])[O-])[NH3+])O